C(C)SC=1C=C(C=C(C1[N+](=O)[O-])C)N1CC2=CC=C(C=C2CC1)F 2-(3-(ethylsulfanyl)-5-methyl-4-nitrophenyl)-6-fluoro-1,2,3,4-tetrahydroisoquinoline